4-chlorophenyl-ethoxysilane ClC1=CC=C(C=C1)[SiH2]OCC